COC(C1=C(C=CC(=C1)\C=C\C(=O)N1C(C(=CCC1)Cl)=O)O)=O (E)-methyl-5-(3-(3-chloro-2-oxo-5,6-dihydropyridin-1(2H)-yl)-3-oxoprop-1-en-1-yl)-2-hydroxybenzoate